FC(C(=O)O)(F)F.N1CC(C1)C1=CC=C(C=C1)C1=NOC(=N1)CC(C)(C)C 3-[4-(azetidin-3-yl)phenyl]-5-(2,2-dimethylpropyl)-1,2,4-oxadiazole (trifluoroacetate)